OC1=CC=C2C[C@H](NCC2=C1)C(=O)O (S)-7-hydroxy-1,2,3,4-tetrahydroisoquinoline-3-carboxylic acid